7,8-dimethoxy-3-(1H-pyrazol-4-yl)-2-(trifluoromethyl)-4H-chromen-4-one COC1=CC=C2C(C(=C(OC2=C1OC)C(F)(F)F)C=1C=NNC1)=O